4-(4-Bromopiperidin-1-yl)-1-methyl-2-oxo-1,2-dihydroquinoline-3-carbonitrile BrC1CCN(CC1)C1=C(C(N(C2=CC=CC=C12)C)=O)C#N